OP(O)OP(O)O.C(C)(C)(C)C1=C(C=CC(=C1)C(C)(C)C)C(O)(C(CO)(CO)CO)C1=C(C=C(C=C1)C(C)(C)C)C(C)(C)C bis(2,4-di-(tert-butyl)phenyl)pentaerythritol diphosphite